(S)-2,3-Dihydroxy-1-propyl (2-acetamido-2-deoxy-α-L-altropyranosyluronic acid)-(1→3)-2-acetamido-4-amino-2,4,6-trideoxy-β-D-galactopyranoside C(C)(=O)N[C@H]1[C@@H](O[C@H]([C@@H]([C@@H]1O)O)C(=O)O)O[C@@H]1[C@H]([C@H](OC[C@H](CO)O)O[C@@H]([C@@H]1N)C)NC(C)=O